Cl.C(C)(C)C1=C(C(=CC=C1)C(C)C)C(C(=O)O)C1(CCCCC1)CN(C)C 2,6-diisopropylphenyl-2-(1-((dimethylamino)methyl)cyclohexyl)acetic acid hydrochloride